C(C)(C)(C)OC(=O)N1C(C=2C=CC=NC2CC1)CC=C.CC=1C=C(C=C(C1)C)P(C1=CC(=CC(=C1)C)C)CP(C1=CC(=CC(=C1)C)C)C1=CC(=CC(=C1)C)C bis[bis(3,5-dimethylphenyl)phosphino]methane tert-butyl-5-allyl-7,8-dihydro-5H-1,6-naphthyridine-6-carboxylate